O.OC1=CC=C(C=2C=CC=NC12)S(=O)(=O)O 8-hydroxy-5-quinolinesulphonic acid hydrate